2-(1-aminomethyl-cyclopropyl)-ethanol NCC1(CC1)CCO